Ethyl 2-[4-fluoro-3-(trifluoromethoxy) phenyl]-2-methoxy-acetate FC1=C(C=C(C=C1)C(C(=O)OCC)OC)OC(F)(F)F